henicosafluorononacosane FC(C(C(C(C(C(C(C(C(C(F)(F)F)(F)F)(F)F)(F)F)(F)F)(F)F)(F)F)(F)F)(F)F)(CCCCCCCCCCCCCCCCCCC)F